(S)-ethyl 8-(2-amino-6-((R)-1-(5-chloro-3'-(butylsulfonyl)-[1,1'-biphenyl]-2-yl)-2,2,2-trifluoroethoxy)pyrimidin-4-yl)-2,8-diazaspiro[4.5]decane-3-carboxylate NC1=NC(=CC(=N1)N1CCC2(C[C@H](NC2)C(=O)OCC)CC1)O[C@@H](C(F)(F)F)C1=C(C=C(C=C1)Cl)C1=CC(=CC=C1)S(=O)(=O)CCCC